NC=1C=CC2=C(C[C@@H]3CC[C@H]2N3C(=O)NC3=CC(=C(C=C3)Cl)Cl)C1 (5R,8S)-2-amino-N-(3,4-dichlorophenyl)-6,7,8,9-tetrahydro-5H-5,8-epiminobenzo[7]annulene-10-carboxamide